5-(10,13-Nonadecadienyl)-1,3-benzenediol C(CCCCCCCCC=CCC=CCCCCC)C=1C=C(C=C(C1)O)O